ClC1=NC=2C(N(C=CC2C=C1C)C=1N=C(OC1C1=CC=CC=C1)C1=CC=CC=C1)=O 2-chloro-7-(2,5-diphenyloxazol-4-yl)-3-methyl-1,7-naphthyridin-8(7H)-one